CC1=C(C(=NO1)OC[C@@]12CN[C@@H](CO1)C2)C2=CC=1N(C=C2)N=C(C1)NC(=O)C1CC1 N-[5-[5-methyl-3-[[(1R,4R)-5-oxa-2-azabicyclo[2.2.1]heptan-4-yl]methoxy]isoxazol-4-yl]pyrazolo[1,5-a]pyridin-2-yl]cyclopropanecarboxamide